C(C)(=O)N1CCN(CC1)C1=CC=C(C=C1)NC=1N=CC=2C(N(C=3N(C2N1)CCN3)C3=C(C=CC=C3F)Cl)=O 2-((4-(4-Acetylpiperazin-1-yl)phenyl)amino)-6-(2-chloro-6-fluorophenyl)-8,9-dihydroimidazo[1,2-a]pyrimido[5,4-e]pyrimidin-5(6H)-one